O1CCC(=CC1)C=1N(C2=NC(=NC(=C2N1)N1CCOCC1)N1N=C(C=C1)C=1C=C(C#N)C=CC1)C 3-(1-(8-(3,6-Dihydro-2H-pyran-4-yl)-9-methyl-6-morpholino-9H-purin-2-yl)-1H-pyrazol-3-yl)benzonitrile